Cl.FC=1C=C2C(=CNC2=C(C1)F)N 5,7-difluoro-1H-indol-3-amine hydrochloride